COC1=NC(=NN2C1=C(C=C2)C=2C=CC1=C(N(N=N1)C)C2)NC[C@@H]2CNCCO2 (S)-4-Methoxy-5-(1-methyl-1H-benzo[d][1,2,3]triazol-6-yl)-N-(morpholin-2-ylmethyl)pyrrolo[2,1-f][1,2,4]triazin-2-amine